OCC=1C=C(C=C(C1)CO)O 3,5-di(hydroxymethyl)phenol